C(C)(C)(C)OC(=O)N1[C@@H](C[C@H](CC1)N1N=CC=2C(=NC=3C(=C(C(=CC3C21)Cl)C2=CC=CC1=CC=CC(=C21)Cl)F)SC)CC#N (2S,4S)-4-(8-chloro-7-(8-chloronaphthalen-1-yl)-6-fluoro-4-(methylsulfanyl)-1H-pyrazolo[4,3-c]quinolin-1-yl)-2-(cyanomethyl)piperidine-1-carboxylic acid tert-butyl ester